tert-butyl N-[1-[1-[2-[tert-butyl(dimethyl)silyl]oxyethyl]-5-[2-(trifluoromethyl)pyridin-3-yl]sulfanyl-imidazo[4,5-b]pyrazin-2-yl]-4-methyl-piperidin-4-yl]carbamate [Si](C)(C)(C(C)(C)C)OCCN1C(=NC=2C1=NC=C(N2)SC=2C(=NC=CC2)C(F)(F)F)N2CCC(CC2)(C)NC(OC(C)(C)C)=O